tert-butyl 4-[[cis-(3R,3aR)-3-(hydroxymethyl)-1-oxo-3a,4-dihydro-3H-oxazolo[4,3-c][1,4]benzoxazin-7-yl]sulfonyl]piperazine-1-carboxylate OC[C@@H]1OC(N2[C@@H]1COC1=C2C=CC(=C1)S(=O)(=O)N1CCN(CC1)C(=O)OC(C)(C)C)=O